OC1=CC=C(C=C1)C(C)C p-hydroxycumene